1-ethyl-3-methyl-1H-pyrazol-4-ol C(C)N1N=C(C(=C1)O)C